(Z)-3-((2-(2,6-dioxopiperidin-3-yl)-1,3-dioxoisoindolin-4-yl)amino)-N-(2-(4-(1,2-diphenylbut-1-en-1-yl)phenoxy)ethyl)-N-methylpropanamide O=C1NC(CCC1N1C(C2=CC=CC(=C2C1=O)NCCC(=O)N(C)CCOC1=CC=C(C=C1)\C(=C(\CC)/C1=CC=CC=C1)\C1=CC=CC=C1)=O)=O